C(C)(=O)OCC=1C=C(C=C2NC(C=3N(C12)C=CC3)=O)C(=O)OC Methyl 9-(acetoxymethyl)-4-oxo-4,5-dihydropyrrolo[1,2-a]quinoxaline-7-carboxylate